ethyl (3R,4R,5S)-4-acetamido-5-amino-3-(pentan-3-yloxy)cyclohex-1-ene-1-carboxylate C(C)(=O)N[C@H]1[C@@H](C=C(C[C@@H]1N)C(=O)OCC)OC(CC)CC